S-Ethyl 4-[2-(4-fluorophenyl)-4-oxo-1,3-thiazolidin-3-yl]-3-methylbenzenecarbothioate FC1=CC=C(C=C1)C1SCC(N1C1=C(C=C(C=C1)C(SCC)=O)C)=O